2-(7-((2S,5R)-2,5-diethyl-4-(1-(4-methoxyphenyl)ethyl)piperazin-1-yl)-4-methyl-5-oxo-4,5-dihydro-2H-pyrazolo[4,3-b]pyridin-2-yl)acetonitrile C(C)[C@@H]1N(C[C@H](N(C1)C(C)C1=CC=C(C=C1)OC)CC)C=1C=2C(N(C(C1)=O)C)=CN(N2)CC#N